methyl 2,4,5-trifluorobenzoate FC1=C(C(=O)OC)C=C(C(=C1)F)F